N-Succinimidyl (4-iodoacetyl)aminobenzoate C1=CC(=CC=C1C(=O)ON2C(=O)C=CC2=O)NC(=O)CI